1-ethyl-N-((S)-2-((2-fluoro-4-((S)-1-(methyl(2,2,2-trifluoroethyl)amino)-1-oxopropan-2-yl)phenyl)amino)-1-((1r,4S)-4-methylcyclohexyl)-2-oxoethyl)-1H-pyrazole-5-carboxamide C(C)N1N=CC=C1C(=O)N[C@H](C(=O)NC1=C(C=C(C=C1)[C@@H](C(=O)N(CC(F)(F)F)C)C)F)C1CCC(CC1)C